N,N-dipropyl-3H-benzo[b]azepine-4-carboxamide C(CC)N(C(=O)C1=CC2=C(N=CC1)C=CC=C2)CCC